ClC1=C(C=CC(=C1)C1=CC=C2C(=NNC2=C1)C1=CC(=C(C=C1)F)O)O 2-Chloro-4-(3-(4-fluoro-3-hydroxyphenyl)-1H-indazol-6-yl)phenol